C(C)(=O)N(C1=CC(=CC(=C1)F)F)C=1SC(=C(N1)C(=O)N[C@@H]1CCC12CCC2)C 2-(N-acetyl-3,5-difluoroanilino)-5-methyl-N-[(3R)-spiro[3.3]heptan-3-yl]-thiazole-4-carboxamide